ClC1=CC=C(C[C@H]2CC[C@]([C@@]2(O)CN2N=CN=C2)(C)CCl)C=C1 (1R,2S,5R)-5-(4-chlorobenzyl)-2-(chloromethyl)-2-methyl-1-(1H-1,2,4-triazol-1-ylmethyl)cyclopentan-1-ol